ethanolamine hydroiodic acid salt I.C(O)CN